3,5-dichloro-2-[6-(2-oxa-6-azaspiro[3.3]heptan-6-yl)pyridazin-3-yl]phenol ClC=1C(=C(C=C(C1)Cl)O)C=1N=NC(=CC1)N1CC2(COC2)C1